C12CN(CC(N1)C2)C2=CC=C(C=N2)C=2C=1N(C=C(C2)OCC(C)(C)O)N=CC1C#N 4-(6-(3,6-diazabicyclo[3.1.1]hept-3-yl)pyridin-3-yl)-6-(2-hydroxy-2-methylpropyloxy)pyrazolo[1,5-a]pyridine-3-carbonitrile